N(=[N+]=[N-])CC12OCC(C1)C2 1-(azidomethyl)-2-oxabicyclo[2.1.1]hexane